2,4-diaminopyridine NC1=NC=CC(=C1)N